OCCC(=O)[O-].[NH4+] ammonium 3-hydroxypropanoate salt